C(C)OC(CC(C(=O)C1=NC2=C(C=CC=C2C=C1OCC1=CC=CC=C1)Br)(C(=O)OC(C)(C)C)C(=O)OC(C)(C)C)=O 4-(3-benzyloxy-8-bromo-quinolin-2-yl)-3,3-bis-tert-butoxycarbonyl-4-oxo-butyric acid ethyl ester